C(C)(C)(C)NS(=O)(=O)C1=CC=C(C=C1)C=1OC(C(N1)=CC=1SC=CC1)=O N-(tert-butyl)-4-(5-oxo-4-(thiophen-2-ylmethylene)-4,5-di-hydrooxazol-2-yl)benzenesulfonamide